Pyrrolo[2,3-e]Pyrimidine-2-carbonitrile N1C(=NC=C2C1=CC=N2)C#N